[Na].C(C)(C)C1=C(C=C(C=C1)C=1C=NC=NC1)NC(=O)NS(=O)(=O)C1=NN(C(=C1)C(=O)N(C)C)C 3-(N-((2-Isopropyl-5-(pyrimidin-5-yl)phenyl)carbamoyl)sulfamoyl)-N,N,1-trimethyl-1H-pyrazole-5-carboxamide, Sodium Salt